FC1=C(C=CC(=C1)F)C=1C(=CC=2C(NC(N3C[C@H](CSC1C32)N(C)C)=O)=O)C(F)(F)F (12R)-8-(2,4-difluorophenyl)-12-(dimethylamino)-7-(trifluoromethyl)-10-thia-1,3-diazatricyclo[7.4.1.05,14]tetradeca-5(14),6,8-triene-2,4-dione